The molecule is an organosulfonate oxoanion obtained by deprotonation of the sulfo group of lissamine flavine FF. It is a conjugate base of a lissamine flavine FF free acid. CC1=CC=C(C=C1)N2C(=O)C3=CC=CC4=C3C(=CC(=C4N)S(=O)(=O)[O-])C2=O